C(C1=CC=CC=C1)O[C@@H](C)C1=NSC(=N1)C1=NC=C2N1CCN(C2C)C(=O)C2=CC=C(C=C2)F (3-(3-((S)-1-(benzyloxy)ethyl)-1,2,4-thiadiazol-5-yl)-8-methyl-5,6-dihydroimidazo[1,5-a]pyrazin-7(8H)-yl)(4-fluorophenyl)methanone